tert-butyl cis-3-methyl-1-(((methylsulfonyl)oxy)methyl)-6-azabicyclo[3.1.1]heptane-6-carboxylate CC1CC2(N(C(C1)C2)C(=O)OC(C)(C)C)COS(=O)(=O)C